N-(5-chloro-4-(3,3-dimethylindol-1-yl)pyrimidin-2-yl)-6-methoxy-2-methyl-1,2,3,4-tetrahydroisoquinolin-7-amine ClC=1C(=NC(=NC1)NC1=C(C=C2CCN(CC2=C1)C)OC)N1CC(C2=CC=CC=C12)(C)C